OCCCCCCCCOC=1C(NC=CC1)=O hydroxyoctoxypyridone